C(C)[C@](NC1CCCC1)(C)C(=O)O α-ethylcyclopentylalanine